tert-butyl-2-(4,6-dimethylpyrazolo[1,5-a]pyrazin-2-yl)-7-fluoro-4H-pyrido[1,2-a]pyrimidin-4-one C(C)(C)(C)C1=C(N=C2N(C1=O)C=C(C=C2)F)C2=NN1C(C(=NC(=C1)C)C)=C2